2,2'-bipyridine-4-butyric acid N1=C(C=C(C=C1)CCCC(=O)O)C1=NC=CC=C1